C(N)(=O)C=1C=C(COC=2C(=C3CCCC3=C(C2)OCC=2C(=C(C=CC2)C2=CC=CC=C2)C)CN2[C@@H](CCCC2)C(=O)O)C=CC1 (S)-1-((5-((3-carbamoylbenzyl)oxy)-7-((2-methyl-[1,1'-biphenyl]-3-yl)methoxy)-2,3-dihydro-1H-inden-4-yl)methyl)piperidine-2-carboxylic acid